ClC=1C(=CC=C2N=C(C(NC12)=O)C)CO 8-Chloro-7-(hydroxymethyl)-3-methyl-1H-quinoxalin-2-one